(2-{4-[6-(1-methyl-1H-pyrazol-4-yl)pyrazolo[1,5-a]pyridin-3-yl]piperazin-1-yl}pyrimidin-5-yl)(tetrahydro-2H-pyran-4-yl)methanol CN1N=CC(=C1)C=1C=CC=2N(C1)N=CC2N2CCN(CC2)C2=NC=C(C=N2)C(O)C2CCOCC2